Benzo-2,1,3-thiadiazole N=1SN=C2C1C=CC=C2